N-(6-morpholinospiro[3H-benzofuran-2,4'-tetrahydropyran]-5-yl)pyrazolo[1,5-a]pyrimidine-3-carboxamide O1CCN(CC1)C1=CC2=C(CC3(CCOCC3)O2)C=C1NC(=O)C=1C=NN2C1N=CC=C2